BrC1=C2CCN=C(C2=C(C=C1)OCC=1N=NN(C1)C(C)C)CN1C(C2=CC=CC=C2C1=O)=O (S)-5-bromo-1-((1,3-dioxoisoindolin-2-yl)methyl)-8-((1-isopropyl-1H-1,2,3-triazol-4-yl)methoxy)-3,4-dihydroisoquinoline